(2,5-bis((3,7,11,15-tetramethylhexadecyl)oxy)phenyl)methylamine CC(CCOC1=C(C=C(C=C1)OCCC(CCCC(CCCC(CCCC(C)C)C)C)C)CN)CCCC(CCCC(CCCC(C)C)C)C